O([C@H]1[C@H](O)[C@@H](O)[C@@H](O)[C@H](O1)CO)C1=CNC2=CC(=C(C=C12)Br)Cl 5-bromo-6-chloro-3-indolyl β-D-galactopyranoside